3-Bromo-2-[2-(4,4-difluoroazepan-1-yl)-3-quinolinyl]-4-oxo-1H-1,6-naphthyridine-5-carboxamide BrC1=C(NC=2C=CN=C(C2C1=O)C(=O)N)C=1C(=NC2=CC=CC=C2C1)N1CCC(CCC1)(F)F